4-(4-chlorophenyl)-2-(perfluorobutyl)quinoline ClC1=CC=C(C=C1)C1=CC(=NC2=CC=CC=C12)C(C(C(C(F)(F)F)(F)F)(F)F)(F)F